NC1=NC2=C(C=3N1N=C(N3)C=3OC=CC3)SC(N2CCN2CCN(CC2)C2=C(C=C(C(=O)N[C@@H](CN(C)C)C)C=C2)F)=O (R)-4-(4-(2-(5-amino-8-(furan-2-yl)-2-oxothiazolo[5,4-e][1,2,4]triazolo[1,5-c]pyrimidin-3(2H)-yl)ethyl)piperazin-1-yl)-N-(1-(dimethylamino)propan-2-yl)-3-fluorobenzamide